[Mg+2].C(\C=C\C(=O)[O-])(=O)[O-] fumaric acid, magnesium salt